2-(3-{[5-(methanesulfonyl)-3-methoxypyridin-2-yl]amino}-1H-indazol-6-yl)-5'-methoxyspiro[cyclopropane-1,3'-indol]-2'(1'H)-one CS(=O)(=O)C=1C=C(C(=NC1)NC1=NNC2=CC(=CC=C12)C1CC12C(NC1=CC=C(C=C21)OC)=O)OC